7-amino-4-oxaheptyl-di-methoxymethylsilane NCCCOCCC[SiH2]C(OC)OC